OC1=C(C=CC=2[C@@H]3OC4=CC5=C(C=C4[C@@H]3COC12)OCO5)OC 4-hydroxy-3-methoxy-8,9-methylenedioxypterocarpan